C(C)(C)(C)OC(=O)N1CC(C1)(OC)CNC1=C(C=CC(=C1)C(=O)OC)N 3-(((2-amino-5-(methoxycarbonyl)phenyl)amino)methyl)-3-methoxyazetidine-1-carboxylic acid tert-butyl ester